O[C@@H](CCCC(=O)OC)\C=C\CC1=C(C=CC=C1)\C=C\[C@@H](CC)O Methyl (S,E)-5-hydroxy-8-(2-((R,E)-3-hydroxypent-1-en-1-yl)phenyl)oct-6-enoate